N-benzyl-8-methoxy-7-(3-(pyrrolidin-1-yl)propoxy)-2,3-dihydro-1H-cyclopenta[c]quinolin-4-amine C(C1=CC=CC=C1)NC1=NC=2C=C(C(=CC2C2=C1CCC2)OC)OCCCN2CCCC2